1-(4-(2-methoxyethyl)benzyl)-5-(methoxymethyl)-1H-pyrazole-4-carboxamide COCCC1=CC=C(CN2N=CC(=C2COC)C(=O)N)C=C1